FC=1C=2N(C=C(C1)NC(=O)C=1C=CC(=C3N=CC=NC13)N1C[C@H](N([C@H](C1)C)C(=O)OC(C)(C)C)C)C=C(N2)C=O tert-butyl (2R,6S)-4-[8-[(8-fluoro-2-formyl-imidazo[1,2-a]pyridin-6-yl)carbamoyl]quinoxalin-5-yl]-2,6-dimethyl-piperazine-1-carboxylate